ClC1=CC=C(C=C1)N1C(=NN=C1CC)[C@@H]1CC[C@H](CC1)OC1=NC=CC=C1 trans-2-((4-(4-(4-Chlorophenyl)-5-ethyl-4H-1,2,4-triazol-3-yl)cyclohexyl)oxy)pyridin